2-methyl-3,5-divinyl-phenol CC1=C(C=C(C=C1C=C)C=C)O